C(C1=CC=CC=C1)(=O)N[C@H]1C[C@H](CCC1)NC(OC(C)(C)C)=O tert-butyl ((1S,3R)-3-benzamidocyclohexyl)-carbamate